C(C)(C)(C)P(C1=C(C(=C(C(=C1C1=C(C=C(C=C1C(C)C)C(C)C)C(C)C)C)C)C)C)C(C)(C)C ditert-butyl-[2,3,4,5-tetramethyl-6-(2,4,6-triisopropyl-phenyl)phenyl]phosphane